N-[(3R)-1-methylpyrrolidin-3-yl]-7-morpholino-5-[3-(m-tolyl)pyrazol-1-yl]pyrazolo[1,5-a]pyrimidine-2-carboxamide CN1C[C@@H](CC1)NC(=O)C1=NN2C(N=C(C=C2N2CCOCC2)N2N=C(C=C2)C=2C=C(C=CC2)C)=C1